(1r,4r)-4-(3-Chloroanilino)-2'-{3-[(5-methoxypyrimidin-4-yl)oxy]propyl}-2',3'-dihydrospiro[cyclohexane-1,1'-indene]-4-carboxylic acid ClC=1C=C(NC2(CCC3(C(CC4=CC=CC=C34)CCCOC3=NC=NC=C3OC)CC2)C(=O)O)C=CC1